FC=1C(=C(C=CC1)C1CCN(CC1)C(=O)C1=NNC=2CN(CCC21)CCOC)C(F)(F)F (4-(3-fluoro-2-(trifluoromethyl)phenyl)piperidin-1-yl)(6-(2-methoxyethyl)-4,5,6,7-tetrahydro-1H-pyrazolo[3,4-c]pyridin-3-yl)methanone